6-{7-[2-(3-Fluoroazetidin-1-yl)ethoxy]imidazo[1,2-a]pyridin-3-yl}-N-{[4-(1-methyl-1H-pyrazol-4-yl)phenyl]methyl}pyrimidin-4-amine FC1CN(C1)CCOC1=CC=2N(C=C1)C(=CN2)C2=CC(=NC=N2)NCC2=CC=C(C=C2)C=2C=NN(C2)C